C[C@@H]1C=2N(CCN1C(=O)O)C(=NC2)C2=NC(=NS2)C (R)-8-methyl-3-(3-methyl-1,2,4-thiadiazol-5-yl)-5,6-dihydroimidazo[1,5-a]pyrazine-7(8H)-carboxylic acid